[Cl-].CO[Si](CCC[N+](CCCCCCCCCCCCCCCCCC)(C)C)(C)C 3-(methoxydimethylsilyl)propyl-dimethyloctadecyl-ammonium chloride